C[C@H]1CC(C[C@H](C1)C)C1=NC(=C(C(=O)N[C@H]2CS(C=C2)(=O)=O)C=C1)OC 6-((3R,5S)-3,5-dimethylcyclohexyl)-N-((R)-1,1-dioxido-2,3-dihydrothiophen-3-yl)-2-methoxynicotinamide